indan-1-on C1(CCC2=CC=CC=C12)=O